C(CCC)(=O)O.C(CCC)(=O)O.C(CCC(=O)O)(=O)O succinic acid dibutyrate